C(C1=CC(O)=C(O)C=C1)(=O)NN protocatechuic acid hydrazide